1-ethyl-3-methylimidazole bistriflate OS(=O)(=O)C(F)(F)F.OS(=O)(=O)C(F)(F)F.C(C)N1CN(C=C1)C